C1(CCC(N1OC([C@@H](N(CC)CC)CC1=CC=CC=C1)=O)=O)=O N,N-diethylphenylalanine succinimidyl ester